(2R or S)-4,4-difluoro-2-(4-fluorophenyl)-N-{4-[7-(piperazin-1-yl)-3-(pyridin-2-yl)-1H-pyrrolo[3,2-b]pyridin-2-yl]pyridin-2-yl}butanamide FC(C[C@@H](C(=O)NC1=NC=CC(=C1)C1=C(C2=NC=CC(=C2N1)N1CCNCC1)C1=NC=CC=C1)C1=CC=C(C=C1)F)F |o1:3|